ClC1=CC=C(C(=N1)C(=O)O)N[C@H](C)C=1C=C(C=C2C(N(C(=NC12)N1C[C@@H]2C([C@@H]2C1)OC)C)=O)C 6-chloro-3-(((R)-1-(2-((1R,5S,6S)-6-methoxy-3-azabicyclo[3.1.0]hexan-3-yl)-3,6-dimethyl-4-oxo-3,4-dihydroquinazolin-8-yl)ethyl)amino)picolinic acid